C(C)(=O)OC[C@H]1OC(C[C@H]([C@@H]1OC(C)=O)OC(C)=O)OCCN (2R,3S,4R)-2-(Acetyloxymethyl)-6-(2-aminoethoxy)tetrahydro-3,4-diacetoxy-pyran